4a-(2-chloro-3-fluorophenyl)octahydro-2H-benzo[b][1,4]oxazine hydrochloride Cl.ClC1=C(C=CC=C1F)C12C(OCCN1)CCCC2